3-(2-(dimethylamino)ethyl)-5-methoxy-1H-indole-1-carboxylic acid 1-chloro-2-methylpropyl ester ClC(C(C)C)OC(=O)N1C=C(C2=CC(=CC=C12)OC)CCN(C)C